(1R,2S,5S)-N-[cyano-(1-cyclopropyl-5-methyl-pyrazol-4-yl)methyl]-3-[(2S)-3,3-dimethyl-2-[(2,2,2-trifluoroacetyl)amino]butanoyl]-6,6-dimethyl-3-azabicyclo[3.1.0]hexane-2-carboxamide C(#N)C(NC(=O)[C@@H]1[C@H]2C([C@H]2CN1C([C@H](C(C)(C)C)NC(C(F)(F)F)=O)=O)(C)C)C=1C=NN(C1C)C1CC1